COC(/C=C/C=1C(=NN(C1C)COCC[Si](C)(C)C)C(=O)OC)=O methyl 4-[(1E)-3-methoxy-3-oxoprop-1-en-1-yl]-5-methyl-1-{[2-(trimethylsilyl)ethoxy]methyl}-1H-pyrazole-3-carboxylate